6-((1-(2-(Methoxyimino)propionyl)piperidin-4-yl)amino)pyrimidine-4-carboxylic acid CON=C(C(=O)N1CCC(CC1)NC1=CC(=NC=N1)C(=O)O)C